(R)-2-(benzofuran-3-yl)-1-(((4,5-dihydro-2H,3'H-spiro[furan-3,1'-isobenzofuran]-5'-yl)methoxy)carbonylamino)ethylboronic acid O1C=C(C2=C1C=CC=C2)C[C@H](NC(=O)OCC=2C=C1COC3(C1=CC2)COCC3)B(O)O